(2-fluoro-5-hydroxyphenyl)(6-{5-[o-(trifluoromethyl)phenyl]-1-pyrazolyl}-2-aza-2-spiro[3.3]heptyl)methanone FC1=C(C=C(C=C1)O)C(=O)N1CC2(C1)CC(C2)N2N=CC=C2C2=C(C=CC=C2)C(F)(F)F